OC=1C(=NN(C(C1)=O)C1=CC=CC=C1)C(=O)O 4-hydroxy-6-Oxo-1-phenyl-pyridazine-3-carboxylic acid